2,6-dimethoxy-4-methylbenzaldehyde COC1=C(C=O)C(=CC(=C1)C)OC